CN1C(C(=C(C12C(=CC(C=C2)=O)C)C2=CC=CC=C2)S(=O)(=O)C2=CC=CC=C2)=O 1,6-Dimethyl-4-phenyl-3-(phenylsulfonyl)-1-azaspiro[4.5]deca-3,6,9-triene-2,8-dione